N,N-MethyleneBis(Acrylamide) C=CC(=O)NCNC(=O)C=C